N1CC(CC1)N1N2C(C(N(C1)C1=CC3=C(S1)C(=CC(=C3)C)OC)N)=CN=C2 1-(pyrrolidin-3-yl)-4-amino-3-(7-methoxy-5-methylbenzo[b]thiophen-2-yl)imidazo[5,1-f][1,2,4]triazine